C1CC1(F)F difluorocyclopropane